F[C@]1(CNCC1)CNC1=NC=C(C(=N1)C1=CC=C(C#N)C=C1)C1=CC=C(C=C1)C |r| (±)-4-(2-{[(3-fluoropyrrolidin-3-yl)methyl]amino}-5-(4-methylphenyl)pyrimidin-4-yl)benzonitrile